Butyl 6-chloro-7-fluoro-3-methyl-1H-indole-1-carboxylate ClC1=CC=C2C(=CN(C2=C1F)C(=O)OCCCC)C